epoxycycloheptene C12=C(CCCCC1)O2